BrC1=NN(C(=C1C#N)NC1=NOC(=C1)C)C 3-bromo-1-methyl-5-[(5-methyl-1,2-oxazol-3-yl)amino]-1H-pyrazole-4-carbonitrile